C([C@H](C)O)O (S,S)-1,2-propanediol